(3-amino-6-(2,2-difluorocyclopropyl)-1H-pyrazolo[3,4-b]pyridin-1-yl)(2-methylpyridin-3-yl)methanone NC1=NN(C2=NC(=CC=C21)C2C(C2)(F)F)C(=O)C=2C(=NC=CC2)C